FC(S(=O)(=O)C1=CC=C(C=C1)C[C@@H]1CC2(CN(C2)C(=O)N2CC3(C2)NC(CC3)=O)CC1)(F)F 2-[(6R)-6-[[4-(trifluoromethylsulfonyl)phenyl]methyl]-2-azaspiro[3.4]octane-2-carbonyl]-2,5-diazaspiro[3.4]octane-6-one